BrC1=C(C(=C(C=C1)F)F)OCCBr 1-Bromo-2-(2-bromoethoxy)-3,4-difluorobenzene